(trans)-4-Amino-N-isopropylcyclohexanecarboxamide N[C@@H]1CC[C@H](CC1)C(=O)NC(C)C